1-(4-(2-chlorophenyl)-1,2-diphenyl-1H-imidazol-5-yl)ethan-1-one ethyl-4-(3-methoxy-4-(4-methylpentanoyloxy)phenyl)-6-methyl-2-oxo-1,2,3,4-tetrahydropyrimidine-5-carboxylate C(C)OC(=O)C=1C(NC(NC1C)=O)C1=CC(=C(C=C1)OC(CCC(C)C)=O)OC.ClC1=C(C=CC=C1)C=1N=C(N(C1C(C)=O)C1=CC=CC=C1)C1=CC=CC=C1